FC1=C(C=CC(=C1)F)N1N=CC=2C=[N+](C=C(C21)COC)[O-] 1-(2,4-difluorophenyl)-7-(methoxymethyl)-1H-pyrazolo[4,3-c]pyridine 5-oxide